1-(4-Fluorobenzoyl)-3-((methylthio)methyl)cyclobutane-1-carboxylic acid benzyl ester C(C1=CC=CC=C1)OC(=O)C1(CC(C1)CSC)C(C1=CC=C(C=C1)F)=O